triazacyclododecen-4-one N1=NNC(CCCCCCCC1)=O